(2S,3R)-2-amino-6-borono-3-((dimethylamino)methyl)hexanoic Acid N[C@H](C(=O)O)[C@H](CCCB(O)O)CN(C)C